N[C@@H](C)C(=O)NCC(=O)O alanyl-glycine